9-TRICOSENE CCCCCCCCC=CCCCCCCCCCCCCC